N-((3s,5s)-1-((3s,4r)-1-(tert-butyl)-4-(4-chlorophenyl)pyrrolidine-3-carbonyl)-5-(morpholine-4-carbonyl)pyrrolidin-3-yl)-N-(4,4-dimethylcyclohexyl)isobutyramide C(C)(C)(C)N1C[C@H]([C@@H](C1)C1=CC=C(C=C1)Cl)C(=O)N1C[C@H](C[C@H]1C(=O)N1CCOCC1)N(C(C(C)C)=O)C1CCC(CC1)(C)C